FC(CC=1NC2=CC=CC=C2C1)(C)C 2-(2-fluoro-2-methylpropyl)indol